(R)-N-((3,5-dichloro-4-(((R)-4-(3-fluoroazetidin-1-yl)-1-(4-fluorophenoxy)butan-2-yl)amino)phenyl)sulfonyl)-2-methyltetrahydro-2H-pyran-2-carboxamide ClC=1C=C(C=C(C1N[C@@H](COC1=CC=C(C=C1)F)CCN1CC(C1)F)Cl)S(=O)(=O)NC(=O)[C@@]1(OCCCC1)C